phenylmethyl 4-chlorobenzoate ClC1=CC=C(C(=O)OCC2=CC=CC=C2)C=C1